N-cyclopropyl-3-(3,3-dimethylbutyryl)-6-oxohexahydropyrimidine-4-carboxamide C1(CC1)NC(=O)C1N(CNC(C1)=O)C(CC(C)(C)C)=O